azoxy-styrene [N+]([O-])(=NC=CC1=CC=CC=C1)C=CC1=CC=CC=C1